F[B-](F)(F)F.[H+].C(C)(C)(C)P(C1CCCCC1)C1CCCCC1 tert-butyldicyclohexylphosphine tetrafluoroboric acid salt